C(CCC)/C(/C(=O)[O-])=C/C(=O)[O-] Butylmaleat